tert-Butyl 4-[8-([8-fluoro-2-methylimidazo[1,2-a]pyridin-6-yl]carbamoyl)-1,2,4-benzotriazin-5-yl]piperazine-1-carboxylate FC=1C=2N(C=C(C1)NC(=O)C1=CC=C(C=3N=CN=NC31)N3CCN(CC3)C(=O)OC(C)(C)C)C=C(N2)C